4-(7-bromo-2,6-dichloro-3-cyano-8-fluoro-2-hydroxyquinolin-4-yl)piperazine BrC1=C(C=C2C(=C(C(NC2=C1F)(O)Cl)C#N)N1CCNCC1)Cl